C(C)(C)(C)OC(N=C1N(C(CCN1)=O)[C@@H]1CCOC2=CC=C(C=C12)C(N[C@H]1[C@@H](C(OC2=CC=CC=C12)(C)C)O)=O)=O ((R)-6-(((3S,4R)-3-hydroxy-2,2-dimethylchroman-4-yl)carbamoyl)chroman-4-yl)-6-oxotetrahydropyrimidin-2(1H)-ylidenecarbamic acid tert-butyl ester